N,N-dimethyl-2-(10H-phenoxazin-10-yl)isobutane-1-amine CN(CC(C)(C)N1C2=CC=CC=C2OC=2C=CC=CC12)C